6-methyl-N-(3-(p-tolyl)propyl)-2-(trifluoromethyl)thieno[2,3-d]pyrimidin-4-amine CC1=CC2=C(N=C(N=C2NCCCC2=CC=C(C=C2)C)C(F)(F)F)S1